CC1(OB(OC1(C)C)C12CN(CCC2C1)C(=O)OCC1=CC=CC=C1)C benzyl 1-(4,4,5,5-tetramethyl-1,3,2-dioxaborolan-2-yl)-3-azabicyclo[4.1.0]heptane-3-carboxylate